C(C)(CC)N1C=CC=2C1=NC=C(C2)C(=O)O 1-(sec-butyl)pyrrolo[2,3-b]pyridine-5-carboxylic acid